3-(4-fluorophenyl)-N-(3-fluoro-4-((5-methylpyrazolo[1,5-a]pyrimidine-7-yl)oxy)phenyl)-2,4-dioxo-1,2,3,4-tetrahydropyrimidine-5-carboxamide FC1=CC=C(C=C1)N1C(NC=C(C1=O)C(=O)NC1=CC(=C(C=C1)OC1=CC(=NC=2N1N=CC2)C)F)=O